P(OCCCCCCCCCCCCCCCCCC)([O-])[O-] monostearyl phosphite